2-butyl-(ethyl)magnesium CC(CC)[Mg]CC